C(C)OC1=NC=CC(=C1)C1=CC=C(C=C1)C(C)N1C=CC2=C(C=CC(=C12)C(=O)NC1CC2(CCC2)C1)F 6-(1-(1-(4-(2-Ethoxypyridin-4-yl)phenyl)ethyl)-4-fluoro-1H-indol-7-carboxamido)spiro-[3.3]heptan